ClC=1C(N(C(=CC1OCC1=C(C=C(C=C1)F)F)C)CC1=CC=C(CNC(=O)C2(CC2)O)C=C1)=O N-(4-{[3-chloro-4-[(2,4-difluorobenzyl)oxy]-6-methyl-2-oxopyridin-1(2H)-yl]methyl}benzyl)-1-hydroxycyclopropanecarboxamide